[Er].[Sm].[Nd].[La] lanthanum-neodymium-samarium-erbium